5,8,11,14-tetraoxa-2-azaheptadecane-17-oate CNCCOCCOCCOCCOCCC(=O)[O-]